(3R)-piperidine-3-sulfonamide hydrochloride Cl.N1C[C@@H](CCC1)S(=O)(=O)N